O=C([C@H](O)[C@H](O)[C@@H](O)[C@H](O)[C@H](O)CO)O D-glycero-D-gulo-heptonic acid